NC1=C2C(=NC=N1)N(N=C2C2=CC=C(C=C2)OC2=CC=CC=C2)C2CC1(C2)CCN(CC1)C1CN(C1)C=1C=C2C(N(C(C2=CC1)=O)C1C(NC(CC1)=O)=O)=O 5-(3-(2-(4-amino-3-(4-phenoxyphenyl)-1H-pyrazolo[3,4-d]pyrimidin-1-yl)-7-azaspiro[3.5]nonan-7-yl)azetidin-1-yl)-2-(2,6-dioxopiperidin-3-yl)isoindoline-1,3-dione